tert-Butyl (1-((4-methyl-2-(methylsulfonyl)pyrimidin-5-yl)methyl)-1H-pyrazol-4-yl)carbamate CC1=NC(=NC=C1CN1N=CC(=C1)NC(OC(C)(C)C)=O)S(=O)(=O)C